ClC1=CC=C(S1)CNC1=CC(=NN1C(=O)C=1N=CSC1)C1CN(CC1)S(=O)(=O)C N-[(5-chlorothiophen-2-yl)methyl]-3-(1-methanesulfonylpyrrolidin-3-yl)-1-(1,3-thiazole-4-carbonyl)-1H-pyrazol-5-amine